S1C=NC2=C1C=CC(=C2)CNC(=O)[C@@H]2CN(CCC2)C=2C1=C(N=CN2)NC(=C1)C1=CC(=C(C=C1)C)F (S)-N-(benzo[d]thiazol-5-ylmethyl)-1-(6-(3-fluoro-4-methylphenyl)-7H-pyrrolo[2,3-d]pyrimidin-4-yl)piperidine-3-carboxamide